(2R,3R,4R,5S)-2-(piperidin-1-ylmethyl)-5-((6-(trifluoromethyl)pyrazin-2-yl)amino)tetrahydro-2H-pyran-3,4-diol N1(CCCCC1)C[C@H]1OC[C@@H]([C@H]([C@H]1O)O)NC1=NC(=CN=C1)C(F)(F)F